3-vinylimidazolium bromide [Br-].C(=C)[N+]1=CNC=C1